C1(CC1)C=1C=CC=2N(C1)C=C(N2)CNC2=NC(=NO2)N N5-((6-cyclopropylimidazo[1,2-a]pyridin-2-yl)methyl)-1,2,4-oxadiazole-3,5-diamine